4-(4-((4-chloro-2-fluorobenzofuran-7-yl)methoxy)-5-fluoropyrimidin-2-yl)cyclohex-3-ene ClC1=CC=C(C2=C1C=C(O2)F)COC2=NC(=NC=C2F)C2=CCCCC2